O1C=NC=C1C(=O)O 5-oxazolecarboxylic acid